(R)-3-(azetidin-3-yloxy)-N-(3-(methylamino)-1-(naphthalen-1-yl)-3-oxopropyl)benzamide N1CC(C1)OC=1C=C(C(=O)N[C@H](CC(=O)NC)C2=CC=CC3=CC=CC=C23)C=CC1